(Z)-3-(5-(4-(3-(4-(1-(4-hydroxyphenyl)-2-phenylbut-1-en-1-yl)phenoxy)propyl)-1-oxa-4,9-diazaspiro[5.5]undecan-9-yl)-1-oxoisoindolin-2-yl)piperidine-2,6-dione OC1=CC=C(C=C1)/C(=C(\CC)/C1=CC=CC=C1)/C1=CC=C(OCCCN2CCOC3(C2)CCN(CC3)C=3C=C2CN(C(C2=CC3)=O)C3C(NC(CC3)=O)=O)C=C1